C1(CC1)C1=CC=NC2=C(C=CC(=C12)[N+](=O)[O-])OC 4-cyclopropyl-5-nitro-8-methoxyquinoline